NC1=C2C(=NC=N1)N(N=C2C2=CC=C(C=C2)OC2=CC=CC=C2)C2CCC(CC2)CN2CC1N(C(C2)C1)C=1C=C2C(N(C(C2=CC1)=O)C1C(NC(CC1)=O)=O)=O 5-(3-((4-(4-Amino-3-(4-phenoxyphenyl)-1H-pyrazolo[3,4-d]pyrimidin-1-yl)cyclohexyl)methyl)-3,6-diazabicyclo[3.1.1]heptane-6-yl)-2-(2,6-dioxopiperidin-3-yl)isoindoline-1,3-dione